(R)-6-(2-(ethoxymethoxy)-4-ethynylphenyl)-5-isopropyl-N-(1-methylpiperidin-3-yl)pyridazin-3-amine C(C)OCOC1=C(C=CC(=C1)C#C)C1=C(C=C(N=N1)N[C@H]1CN(CCC1)C)C(C)C